OC(CS(=O)(=O)C=1C=CC(=C(C(=O)OC)C1)C(F)(F)F)CCCOC methyl 5-((2-hydroxy-5-methoxypentyl)sulfonyl)-2-(trifluoromethyl)benzoate